1,4,5,6-tetrahydro-1-methyl-2-[(1E)-2-(2-thienyl)vinyl]-pyrimidine CN1C(=NCCC1)\C=C\C=1SC=CC1